(1R,3S)-3-[3-({[5-(tri-fluoromethyl)pyrazin-2-yl]acetyl}amino)-1H-pyrazol-5-yl]cyclopentyl (2S)-butan-2-ylcarbamate C[C@@H](CC)NC(O[C@H]1C[C@H](CC1)C1=CC(=NN1)NC(CC1=NC=C(N=C1)C(F)(F)F)=O)=O